C(C)(C)(C)OC(=O)N1[C@@H](CN([C@H](C1)CC)C=1C=2N(N(C(C1)=O)C)C=C(N2)CC#CC)CC (2R,5S)-4-(2-(but-2-yn-1-yl)-5-methyl-6-oxo-5,6-dihydroimidazo[1,2-b]pyridazin-8-yl)-2,5-diethylpiperazine-1-carboxylic acid tert-butyl ester